C(C)(C)(C)OC(=O)N1CCN(CC1)C1=NC=NC=C1CC 4-(5-ethylpyrimidin-4-yl)piperazine-1-carboxylic acid tert-butyl ester